COC1=CC=C(C=C1)CCCNC(=S)NCC1=CC(=C(C=C1)O)OC 1-(4-methoxyphenylpropyl)-3-(4-hydroxy-3-methoxybenzyl)thiourea